CN1N=CC=2C1=NN=CC2NCC2=CC=C(C=C2)S(=O)(=O)N 4-(((1-methyl-1H-pyrazolo[3,4-c]pyridazin-4-yl)amino)methyl)benzenesulfonamide